5-(4-methoxy-benzyloxymethyl)-3-hydroxy-4-methyl-pyridine-2-carboxylic acid COC1=CC=C(COCC=2C(=C(C(=NC2)C(=O)O)O)C)C=C1